tert-butyl 3-(4-(2-((2-chloropyrimidin-4-yl) amino)-2-oxoethyl) phenyl)-2,2-dimethylpropionate ClC1=NC=CC(=N1)NC(CC1=CC=C(C=C1)CC(C(=O)OC(C)(C)C)(C)C)=O